2,4-Di-p-toluoyl-6-(2-hydroxy-4-methoxyphenyl)-1,3,5-triazine C1(=CC=C(C=C1)C(=O)C1=NC(=NC(=N1)C(=O)C1=CC=C(C=C1)C)C1=C(C=C(C=C1)OC)O)C